OC1=C(C(=O)N2CC3=CC=CC(=C3C2)N(C(\C=C\CN(C)C)=O)C2CC3=CC=CC=C3C2)C=C(C(=C1)O)C (E)-N-[2-(2,4-Dihydroxy-5-methyl-benzoyl)isoindolin-4-yl]-4-(dimethylamino)-N-indan-2-yl-but-2-enamide